NC1=NC=2C=CC(=CC2C2=C1[C@H](OC2)C)C(=O)N2[C@@H](COC[C@@H]2C2=NC=C(C=C2)OC(F)(F)F)C ((3R)-4-amino-3-methyl-1,3-dihydrofuro[3,4-c]quinolin-8-yl)((3R,5S)-3-methyl-5-(5-(trifluoromethoxy)-2-pyridinyl)-4-morpholinyl)methanone